6,17-dihydroxyandrosta-1,4-dien-3-one OC1C[C@H]2[C@@H]3CCC([C@@]3(C)CC[C@@H]2[C@]2(C=CC(C=C12)=O)C)O